tert-butyl 3-(1-[4-(methoxycarbonyl)phenyl]cyclopropylcarbamoyl)-4H,5H,6H,7H-pyrazolo[1,5-a]pyrazine-5-carboxylate COC(=O)C1=CC=C(C=C1)C1(CC1)NC(=O)C=1C=NN2C1CN(CC2)C(=O)OC(C)(C)C